ClC1=CC=C(C=C1)[C@H]([C@@H]1[C@@]([C@H]([C@@H](O1)N1C=CC2=C1N=CN=C2NC(N(C)C)=O)O)(C)O)O 3-(7-((2R,3R,4S,5R)-5-((R)-(4-chlorophenyl)(hydroxy)methyl)-3,4-dihydroxy-4-methyltetrahydrofuran-2-yl)-7H-pyrrolo[2,3-d]pyrimidin-4-yl)-1,1-dimethylurea